C(CCCCCCC\C=C/CCCCCCCC)(=O)O.Br[Na] bromosodium oleate